C(OCC(F)C)([O-])=O methyl-2-fluoroethyl carbonate